C(C)(C)(C)C=1C=C(CN(C(CN(S(=O)(=O)C2=C(C(=C(C(=C2F)F)F)F)F)CC2=CC=C(C=C2)Cl)=O)C=2C=CC(=C(C(=O)O)C2)O)C=C(C1)C1CC1 5-(N-(3-(tert-butyl)-5-cyclopropylbenzyl)-2-(N-(4-chlorobenzyl)-(2,3,4,5,6-pentafluorophenyl)sulfonamido)acetamido)-2-hydroxybenzoic acid